COC=1C=C2C(=NC=NC2=CC1OC1CN(C1)CC1=CC=C(C=C1)OC)C1=CC=C(C=C1)NC(CC1=CC=C(C=C1)C(F)(F)F)=O N-(4-(6-methoxy-7-((1-(4-methoxybenzyl)azetidin-3-yl)oxy)quinazolin-4-yl)phenyl)-2-(4-(trifluoromethyl)phenyl)acetamide